N1(CCCCCC1)C1=C(C(=O)NC=2C=NC=C(C2)F)C=C(C=N1)C(F)(F)F 2-(Azepan-1-yl)-N-(5-fluoropyridin-3-yl)-5-(trifluoromethyl)nicotinamide